1,7,10-trioxadispiro[2.2.46.23]dodecane O1CC12CCC1(OCCO1)CC2